COCCN1N=C(C(=C1C)B1OC(C(O1)(C)C)(C)C)C 1-(2-methoxyethyl)-3,5-dimethyl-4-(4,4,5,5-tetramethyl-1,3,2-dioxaborolan-2-yl)-1H-pyrazole